(5-(5-hydroxy-6-methylpyridin-2-yl)-3-methylisoxazol-4-yl)methylcyclopentyl (methyl)carbamate CNC(OC1(CCCC1)CC=1C(=NOC1C1=NC(=C(C=C1)O)C)C)=O